6-chloro-7,8-dihydroxy-3-methyl-1-(3-methylphenyl)-2,3,4,5-tetrahydro-1H-3-benzazepine ClC1=C(C(=CC=2C(CN(CCC21)C)C2=CC(=CC=C2)C)O)O